(Z)-1-acetyl-2-((6'-(morpholine-4-carbonyl)-[3,4'-biquinolin]-2'-yl)methylene)-indolin-3-one C(C)(=O)N1\C(\C(C2=CC=CC=C12)=O)=C/C1=NC2=CC=C(C=C2C(=C1)C=1C=NC2=CC=CC=C2C1)C(=O)N1CCOCC1